The molecule is the hydrochloride salt of (R)-cycrimine. It is a hydrochloride and a cycrimine hydrochloride. It contains a (R)-cycrimine. It is an enantiomer of a (S)-cycrimine hydrochloride. C1CCN(CC1)CC[C@@](C2CCCC2)(C3=CC=CC=C3)O.Cl